N-ethyl-4-(4-(2-(4-(trifluoromethyl)phenyl)acetamido)phenoxy)-7H-pyrrolo[2,3-D]pyrimidine-7-carboxamide C(C)NC(=O)N1C=CC2=C1N=CN=C2OC2=CC=C(C=C2)NC(CC2=CC=C(C=C2)C(F)(F)F)=O